purinyl chloride N1=C(N=C2N=CNC2=C1)Cl